ClC1=C(C=C2C(=NNC2=C1)CCC(=O)O)C1=CC=C(C=C1)C1=CC=C(C=C1)C(NC)=O 3-(6-chloro-5-(4'-(methylcarbamoyl)-[1,1'-biphenyl]-4-yl)-1H-indazol-3-yl)propanoic acid